2,3-dihydrothiophene 1,1-dioxide hydrobromide Br.S1(CCC=C1)(=O)=O